ClC=1C(=NC(=NC1)NC1=CC=C(C=C1)C#N)NC1=CC(=CC=C1)C(F)(F)F 5-chloro-N2-(p-cyanophenyl)-N4-(3-(trifluoromethyl)phenyl)pyrimidine-2,4-diamine